FC1=C(C=CC(=C1)S(=O)(=O)C)[N+](=O)[O-] 2-fluoro-4-(methylsulfonyl)-1-nitrobenzene